O1COC2=C1C=CC(=C2)C2=C(C(=NO2)C)CBr 5-(benzo[1,3]dioxol-5-yl)-4-(bromomethyl)-3-methylisoxazole